(14E)-6-[3-(3,3-dimethylbutoxy)phenyl]-2λ6,5-dithia-3,20,26-triazatetracyclo[19.3.1.14,7.08,13]hexacosa-1(25),4(26),6,8,10,12,14,21,23-nonaene 2,2-dioxide CC(CCOC=1C=C(C=CC1)C=1SC=2NS(C=3C=CC=C(NCCCC/C=C/C4=CC=CC=C4C1N2)C3)(=O)=O)(C)C